FC=1C=CC=C2C=C(NC(C12)=O)C1CN(CC1)C1CCN(CC1)C=1C=CC(=NC1)C(=O)NC 5-{4-[3-(8-Fluoro-1-oxo-2H-isoquinolin-3-yl)pyrrolidin-1-yl]piperidin-1-yl}-N-methylpyridine-2-carboxamide